3-amino-4-(propylamino)cyclobut-3-ene-1,2-dione NC=1C(C(C1NCCC)=O)=O